boron-magnesium oxygen 3-(propan-2-yl)-1H-pyrazole-5-carboxylic acid CC(C)C1=NNC(=C1)C(=O)O.[O].[Mg].[B]